BrC1=C2C(=NC=C1)N(C(N2)=O)C2OCCCC2 7-bromo-3-tetrahydropyran-2-yl-1H-imidazo[4,5-b]pyridin-2-one